ClC=1N(C(C2=CC(=CC(=C2C1)[C@@H](C)NC1=C(C=CC=C1)S(=O)(=O)C)F)=O)C (R)-3-chloro-7-fluoro-2-methyl-5-(1-((2-(methylsulfonyl)phenyl)amino)ethyl)isoquinolin-1(2H)-one